1-(3-bromophenyl)-3-(trifluoromethyl)-1,4,5,6-tetrahydro-7H-indazol-7-one BrC=1C=C(C=CC1)N1N=C(C=2CCCC(C12)=O)C(F)(F)F